[Si](C1=CC=CC=C1)(C1=CC=CC=C1)(C(C)(C)C)OC[C@@H](CSC(C1=CC=CC=C1)(C1=CC=CC=C1)C1=CC=CC=C1)NC(OCC1=CC=CC=C1)=O (S)-benzyl (1-((tert-butyldiphenylsilyl)oxy)-3-(tritylthio)propan-2-yl)carbamate